5-bromo-2-(1-cyclopropylethyl)-7-difluoromethoxyisoindol-1-one BrC=1C=C2CN(C(C2=C(C1)OC(F)F)=O)C(C)C1CC1